N-butoxymethyl-methacrylamide C(CCC)OCNC(C(=C)C)=O